2-{6-Chloro-7-methylimidazo[1,2-a]pyridin-2-yl}propanoic acid ClC=1C(=CC=2N(C1)C=C(N2)C(C(=O)O)C)C